BrC=1NC(=C(C1Br)Br)Br 2,3,4,5-tetrabromopyrrole